S1C=NC2=C1C(=CC=C2)C(C)OC2=CC(=CC=1N2C(=CN1)C#N)C=1N=NN(C1C)C1CCN(CC1)C#N 5-[1-(1,3-Benzothiazol-7-yl)ethoxy]-7-[1-(1-cyano-4-piperidyl)-5-methyl-triazol-4-yl]imidazo[1,2-a]pyridine-3-carbonitrile